CN1N=C(N=N1)C=1C=CC2=C(N=C(O2)C2=CC(=NC=C2)C=O)C1 (4-(5-(2-methyl-2H-tetrazol-5-yl)benzo[d]oxazol-2-yl)pyridin-2-yl)methanone